(S)-6-(4-(1H-tetrazol-5-yl)phenyl)-7-((5-cyclopropyl-7-methyl-1H-indol-4-yl)methyl)-2,2-difluoro-7-azaspiro[3.5]nonane N1N=NN=C1C1=CC=C(C=C1)[C@@H]1CC2(CC(C2)(F)F)CCN1CC1=C2C=CNC2=C(C=C1C1CC1)C